IC 1-iodomethane